arabinosyl-hypoxanthine C1([C@@H](O)[C@H](O)[C@H](O)CO1)C=1NC(C=2NC=NC2N1)=O